L-4-propylfuran C(CC)C=1C=COC1